COC(=O)C1=CC(=NC=C1CNC1=NC=C(C=C1S(=O)(=O)CC)C(C)(C)C#N)C(F)(F)F 5-[[[5-(1-cyano-1-methyl-ethyl)-3-ethylsulfonyl-2-pyridinyl]amino]methyl]-2-(trifluoromethyl)pyridine-4-carboxylic acid methyl ester